CC=1N([C@H]2[C@H](O)[C@H](O)[C@@H](CO)O2)C=2N=C(NC(C2N1)=O)N monomethyl-guanosine